C(CC(O)(C(=O)[O-])CC(=O)OC)(=O)OC 1,5-dimethyl citrate